1,1'-[2,5-dichloro-1,4-phenylenedi-(methylene)]-bis-1,4,8,11-tetraazacyclotetradecane ClC1=C(C=C(C(=C1)CN1CCNCCCNCCNCCC1)Cl)CN1CCNCCCNCCNCCC1